1-(5-(4-Fluorophenyl)-7-iodo-6-(1-methoxy-2-methylpropan-2-yl)pyrrolo[2,3-f]indazol-1(5H)-yl)-2,2-dimethylpropan-1-one FC1=CC=C(C=C1)N1C(=C(C2=C1C=C1C=NN(C1=C2)C(C(C)(C)C)=O)I)C(COC)(C)C